5-(heptadecan-2-yl)-1,2,3-oxadiazol-4(5H)-one CC(CCCCCCCCCCCCCCC)C1C(N=NO1)=O